(S)-quinuclidin-3-yl (6-fluoro-2,2-dimethyl-5-(4-propoxyphenyl)-2,3-dihydro-1H-inden-1-yl)carbamat FC1=C(C=C2CC(C(C2=C1)NC(O[C@@H]1CN2CCC1CC2)=O)(C)C)C2=CC=C(C=C2)OCCC